C(C=C)(=O)N1C=CC(=CC=C1)C1(CC=2C(=NC=NC2C=C1OC)NC1=CC(=C(C=C1)F)Cl)N 6-(1-acryloylazepin-4-yl)-N4-(3-chloro-4-fluorophenyl)-7-methoxyquinazoline-4,6-diamine